Ethyl 2-(2-(benzyloxy)ethoxy)acetate {ethyl 2-(2-(benzyloxy)ethoxy)acetate} C(C)C(C(=O)O)OCCOCC1=CC=CC=C1.C(C1=CC=CC=C1)OCCOCC(=O)OCC